(S)-2-(3-((2-(cyclohexylamino)-5-fluoropyrimidin-4-yl)oxy)pyrrolidin-1-yl)-N-(3-(2-((1,5-dimethyl-1H-pyrazol-3-yl)amino)-5-methylpyrimidin-4-yl)-1H-indol-7-yl)acetamide C1(CCCCC1)NC1=NC=C(C(=N1)O[C@@H]1CN(CC1)CC(=O)NC=1C=CC=C2C(=CNC12)C1=NC(=NC=C1C)NC1=NN(C(=C1)C)C)F